2,6-difluorophenetole FC1=C(C(=CC=C1)F)OCC